(3R,5S)-1-[8-(trifluoromethyl)quinolin-5-yl]-5-methylpiperidine-3-amine FC(C=1C=CC(=C2C=CC=NC12)N1C[C@@H](C[C@@H](C1)C)N)(F)F